dodecahydro-3a,6,6,9a-tetramethylnaphtho(2,1-b)furan CC12OCCC1C1(CCCC(C1CC2)(C)C)C